NC1=C2N=CN(C2=NC=N1)[C@@H]1O[C@@H]([C@@H]([C@H]1O)F)CO (2R,3S,4R,5R)-2-(6-amino-9H-purin-9-yl)-4-fluoro-5-(hydroxymethyl)tetrahydrofuran-3-ol